ClC=1C(=C(C=CC1)N1CCC2(C=3C=CC(=NC3C(N(C2)CC2(CNC2)O)=O)C=2C(=NC=CC2)OCC)CC1)C(F)(F)F 1-(3-chloro-2-(trifluoromethyl)phenyl)-2'-(2-ethoxypyridin-3-yl)-7'-((3-hydroxyazetidin-3-yl)methyl)-6',7'-dihydro-8'H-spiro[piperidine-4,5'-[1,7]naphthyridin]-8'-one